C(C=C)(=O)OCC1CCC(CC1)CO 4-cyclohexanedimethanol acrylate